BrC1=CC(=C2N=CC=NC2=C1)O[Si](C)(C)C(C)(C)C 7-bromo-5-((tert-butyldimethylsilyl)oxy)quinoxaline